ClC=1C(=NC(=NC1)N1CC2CCC(C1)C2(F)F)NC2=CC1=C(N(C(N1CCC(C)(C)O)=O)C)C=C2 5-((5-Chloro-2-(8,8-difluoro-3-azabicyclo[3.2.1]octan-3-yl)-pyrimidin-4-yl)amino)-3-(3-hydroxy-3-methylbutyl)-1-methyl-1,3-dihydro-2H-benzo[d]imidazol-2-one